OCCOC(NS(=O)(=O)C=1SC(=C(C1C1=CC=C(C=C1)CN1C(=NC=C1)Cl)C)CC(C)C)=O (3-(4-((2-chloro-1H-imidazol-1-yl)methyl)phenyl)-5-isobutyl-4-methylthiophen-2-yl)sulfonylcarbamic acid-2-hydroxyethyl ester